CCCCC\C=C/C\C=C/CCCCCCCCC(CCCCCCCC\C=C/C\C=C/CCCCC)C(C(=O)OC1(CCC(CC1)C1OCC(CO1)CCC)C1=CC(=C(C=C1)C1=C(C(=C(C=C1)F)F)F)F)CCN(C)C 1-[3-fluoro-4-(2,3,4-trifluorophenyl)phenyl]-4-(5-propyl-1,3-dioxan-2-yl)cyclohexanol (6Z,9Z,28Z,31Z)-Heptatriaconta-6,9,28,31-tetraen-19-yl-4-(dimethylamino)butanoate